7-(3-azabicyclo[3.1.0]hexan-1-ylethynyl)-6-nitro-N-(4-phenoxyphenyl)quinazolin-4-amine C12(CNCC2C1)C#CC1=C(C=C2C(=NC=NC2=C1)NC1=CC=C(C=C1)OC1=CC=CC=C1)[N+](=O)[O-]